(S)-3-((S)-2-(5-(2-(azetidin-1-yl)ethyl)-2-oxo-4-(trifluoromethyl)pyridin-1(2H)-yl)-4-methylpentanamido)-3-(4-fluoro-3'-methoxy-2',5,6'-trimethyl-[1,1'-biphenyl]-3-yl)propanoic acid N1(CCC1)CCC=1C(=CC(N(C1)[C@H](C(=O)N[C@@H](CC(=O)O)C=1C=C(C=C(C1F)C)C1=C(C(=CC=C1C)OC)C)CC(C)C)=O)C(F)(F)F